5-{7-hydroxy-[1,2,4]triazolo[1,5-a]pyridin-5-yl}-6-methylpyridine-2-carbonitrile OC1=CC=2N(C(=C1)C=1C=CC(=NC1C)C#N)N=CN2